dimethyl-methane isocyanate [N-]=C=O.CCC